O[C@H]1C[C@H](CC1)NC1=NC(=CC(=N1)C1=C(C=CC(=C1)C)C1(CN(CC1)C(=O)N)CC(F)(F)F)N1CCOCC1 3-(2-[[(cis-3-hydroxycyclopentyl)amino]-6-(morpholin-4-yl)pyrimidin-4-yl]-4-methylphenyl)-3-(2,2,2-trifluoroethyl)pyrrolidine-1-carboxamide